COC=1C=CC=C2C=3CC(CCC3NC12)NC(OC(C)(C)C)=O tert-Butyl N-(8-methoxy-2,3,4,9-tetrahydro-1H-carbazol-3-yl)carbamate